2-[(3S)-1-[(2R)-2-[[4-(2,6-dimethylphenyl)-7-quinolyl]oxy]propanoyl]-3-piperidyl]acetic acid CC1=C(C(=CC=C1)C)C1=CC=NC2=CC(=CC=C12)O[C@@H](C(=O)N1C[C@@H](CCC1)CC(=O)O)C